C(C)(C)(C)OC(=O)N1C=CC2=C(C(=CC(=C12)C)OC)CN1[C@H](CC2(COC2)CC1)C1=CC=C(C=C1)C(=O)OC (R)-5-methoxy-4-((6-(4-(methoxycarbonyl)phenyl)-2-oxa-7-azaspiro[3.5]non-7-yl)methyl)-7-methyl-1H-indole-1-carboxylic acid tert-butyl ester